tert-butyl 7-acryloyl-2-benzyl-2,3,4,5a,6,7,8,9-octahydro-5H-1,2,5,7-tetraazabenzo[cd]azulene-5-carboxylate C(C=C)(=O)N1CC2C3=C(N(N=C3CC1)CC1=CC=CC=C1)CCN2C(=O)OC(C)(C)C